(S)-(4-(7-fluorobenzo[d]thiazol-2-yl)-6,7-dihydro-1H-imidazo[4,5-c]pyridin-5(4H)-yl)(oxazol-5-yl)methanone FC1=CC=CC=2N=C(SC21)[C@H]2N(CCC1=C2N=CN1)C(=O)C1=CN=CO1